2-Chloro-N-{1-[4-(trifluoromethyl)phenyl]-1H-indazol-4-yl}-5-{[(3,3,3-trifluoropropanoyl)amino]methyl}benzamide ClC1=C(C(=O)NC2=C3C=NN(C3=CC=C2)C2=CC=C(C=C2)C(F)(F)F)C=C(C=C1)CNC(CC(F)(F)F)=O